5-(1-aminoisoquinolin-5-yl)-1'-(methylsulfonyl)-2,3-dihydrospiro[indene-1,4'-piperidine] NC1=NC=CC2=C(C=CC=C12)C=1C=C2CCC3(CCN(CC3)S(=O)(=O)C)C2=CC1